C1(CC1)CC1=CNC2=NC=CC(=C21)N[C@H]2CN(CCC2)C(=O)OC(C)(C)C tert-butyl (R)-3-((3-(cyclopropylmethyl)-1H-pyrrolo[2,3-b]pyridin-4-yl)amino)piperidine-1-carboxylate